3-(4-(2-(3-chloro-4-isopropoxyphenyl)-1,3-selenazol-5-yl)benzylamino)propionic acid sodium salt [Na+].ClC=1C=C(C=CC1OC(C)C)C=1[Se]C(=CN1)C1=CC=C(CNCCC(=O)[O-])C=C1